O1CC(CC1)C(=O)Cl oxolane-3-carbonyl chloride